(9-phenyl-9H-carbazole-4-yl)boric acid C1(=CC=CC=C1)N1C2=CC=CC=C2C=2C(=CC=CC12)OB(O)O